NC1=NC=CC=C1C1=NC=2C(=NC(=CC2)C=2C=NC=NC2)N1C=1C=C2CC[C@@H](C2=CC1)NC(C1=CC(=C(C=C1)O)C=O)=O N-[(1S)-5-[2-(2-aminopyridin-3-yl)-5-(pyrimidin-5-yl)imidazo[4,5-b]pyridin-3-yl]-2,3-dihydro-1H-inden-1-yl]-3-formyl-4-hydroxybenzamide